C1(CC1)NC(C1=CC(=CC=C1)CN1C(C2=CC=C(C=C2C=C1)C=1C(=NNC1)C(F)(F)F)=O)=O N-Cyclopropyl-3-((1-oxo-6-(3-(trifluoromethyl)-1H-pyrazol-4-yl)isoquinolin-2(1H)-yl)methyl)benzamide